N-(3-acetamidobenzyl)-2-ethynylthiazole-4-carboxamide C(C)(=O)NC=1C=C(CNC(=O)C=2N=C(SC2)C#C)C=CC1